1-trifluoromethyl-cyclobutyl-formic acid FC(C1(CCC1)C(=O)O)(F)F